BrC=1C(=NC(=NC1)Cl)C1=CC=C2CN(C(C2=C1)=O)CC(=O)OC(C)(C)C tert-Butyl 2-[6-(5-bromo-2-chloropyrimidin-4-yl)-1-oxo-2,3-dihydro-1H-isoindol-2-yl]acetate